C(C)(C)(C)OC(=O)NC=1C(N(C=CC1)[C@H](C(=O)OC)CC(C)C)=O methyl (2S)-2-{3-[(tert-butoxycarbonyl)amino]-2-oxopyridin-1(2H)-yl}-4-methylpentanoate